COC(CC=C=O)=O 3-carbonylpropionic acid methyl ester